NC1=NC2=CC=C(C=C2C=C1C)C(=O)N(CC1=NC=C(C=C1)C(F)(F)F)[C@@H](COC)C 2-amino-N-((2R)-1-methoxy-2-propanyl)-3-methyl-N-((5-(trifluoromethyl)-2-pyridinyl)methyl)-6-quinolinecarboxamide